COC=1C=C2C=NC(=NC2=CC1OC)N1N=C(N=C1N)NC1=CC(=C(C=C1)N1CCN(CC1)C1CCCCC1)F 1-(6,7-dimethoxyquinazolin-2-yl)-N3-(3-fluoro-4-(4-cyclohexylpiperazin-1-yl)phenyl)-1H-1,2,4-triazole-3,5-diamine